bis(3,4-dimethylphenyl)iodonium hexafluorophosphate F[P-](F)(F)(F)(F)F.CC=1C=C(C=CC1C)[I+]C1=CC(=C(C=C1)C)C